3-[(2S,3S)-2-Amino-3-methylpentyl]-1-[(1R)-1-phenylethyl]-3-{4'-propyl-[1,1'-biphenyl]-4-yl}urea N[C@H](CN(C(N[C@H](C)C1=CC=CC=C1)=O)C1=CC=C(C=C1)C1=CC=C(C=C1)CCC)[C@H](CC)C